FC=1C=CC2=C(NC(=N2)C=2C=C(C=CC2)NC2=NC=C(C=C2)N2CCN(CC2)C)C1 N-[3-(6-fluoro-1H-benzo[d]imidazol-2-yl)phenyl]-5-(4-methylpiperazin-1-yl)pyridin-2-amine